C[N+](CCCCCCCCCC[N+](C)(C)C)(C)C decamethylenebis(trimethylammonium)